N,N'-didodecylethylenediamine C(CCCCCCCCCCC)NCCNCCCCCCCCCCCC